N-(6,8-Dioxo-7-(3,3,3-trifluoropropyl)-6,7,8,9-tetrahydro-1H-purin-2-yl)acetamide O=C1C=2N(C(NC2N=C(N1)NC(C)=O)=O)CCC(F)(F)F